BrC=1C(=CC=C2C(CCNC12)(C)C)CO (8-bromo-4,4-dimethyl-1,2,3,4-tetrahydroquinolin-7-yl)methanol